5,5-dimethylthiazolidine-4-carboxylic acid CC1(C(NCS1)C(=O)O)C